The molecule is a member of the class of benzamides that is 4-(imidazol-2-yl)benzamide carrying additional 1,3-benzodioxol-5-yl and pyridin-2-yl substituents at positions 4 and 5 respectively on the imidazole ring. It has a role as an EC 2.7.10.1 (receptor protein-tyrosine kinase) inhibitor. It is a member of benzamides, a member of imidazoles, a member of pyridines and a member of benzodioxoles. C1OC2=C(O1)C=C(C=C2)C3=C(NC(=N3)C4=CC=C(C=C4)C(=O)N)C5=CC=CC=N5